FC1=CN=C2C[C@H](C(NC2=C1)=O)[C@@H](C1=CC=CC=C1)NCCC=1C=C(C=CC1)C(C(=O)O)(C)C 2-(3-(2-(((S)-((S)-7-fluoro-2-oxo-1,2,3,4-tetrahydro-1,5-naphthyridin-3-yl)(phenyl)methyl)amino)ethyl)phenyl)-2-methylpropanoic acid